5-(3-(trifluoromethoxy)phenyl)-N-(3-(2-oxopropyl)-1,2,4-thiadiazol-5-yl)thiophene-3-carboxamide FC(OC=1C=C(C=CC1)C1=CC(=CS1)C(=O)NC1=NC(=NS1)CC(C)=O)(F)F